ClC1=C(NC(=C1Cl)C)C(=O)NC1=C(C=C(C=C1)C1=NOC(N1)=O)N1CCN(CC1)C1=CC=CC=C1 3,4-dichloro-5-methyl-N-(4-(5-oxo-4,5-dihydro-1,2,4-oxadiazol-3-yl)-2-(4-phenylpiperazin-1-yl)phenyl)-1H-pyrrole-2-carboxamide